CC1(C(=O)NC1)C α,α-dimethyl-propiolactam